5-methyl-4,5,6,7-tetrahydro-1H-indazole-3-carboxylic acid CC1CC=2C(=NNC2CC1)C(=O)O